C1(CCC1)OC=1C=C2C=C(NC2=CC1)CNCCCCOCCOC1=NC2=C(C3=CN=CC=C13)C=CC(=C2)C(=O)N 5-(2-(4-(((5-Cyclobutoxy-1H-indol-2-yl)methyl)amino)butoxy)ethoxy)benzo[c][2,6]naphthyridine-8-carboxamide